[Li].OC1=C(C(=CC(=C1)O)O)C#C 2,4,6-trihydroxyphenylacetylene lithium